ClC1=CC=2C3=C(C=NC2C=C1)N=C(N3[C@@H]3C[C@@H](OCC3)CC#N)C3CC(C3)(F)F 2-(cis-4-(8-chloro-2-(3,3-difluorocyclobutyl)-1H-imidazo[4,5-c]quinolin-1-yl)tetrahydro-2H-pyran-2-yl)acetonitrile